O[C@H]1C[C@@H]2CC[C@H]3[C@@H]4CCC([C@@]4(C)CC[C@@H]3[C@]2(CC1)COC)=O (3α,5α)-3-hydroxy-19-methoxyandrostan-17-one